7-bromo-5-(1H-imidazol-1-yl)-2-methyl-1H-indole BrC=1C=C(C=C2C=C(NC12)C)N1C=NC=C1